C1(CC1)C1=CC(=NC=C1)N1N=CC(=C1C(F)(F)F)C(=O)NC1=CC(=C(C=C1)OC1=C2C(=NC=C1)NC(N2C(C)C)=O)F (4-Cyclopropylpyridin-2-yl)-N-(3-fluoro-4-((1-isopropyl-2-keto-2,3-dihydro-1H-imidazo[4,5-b]pyridin-7-yl)oxy)phenyl)-5-(trifluoromethyl)-1H-pyrazole-4-carboxamide